CC(C)C(CCC)C 2,3-Dimethyl-hexane